(4-(4,4,5,5-tetramethyl-1,3,2-dioxaborolan-2-yl)-1,2,3,6-tetrahydropyridine-1-carbonyl)-2-(trifluoromethyl)cyclopropane-1-carbonitrile CC1(OB(OC1(C)C)C=1CCN(CC1)C(=O)C1(C(C1)C(F)(F)F)C#N)C